FC1(CC(C1)NC(C(N1CC(C(C12CCC(CC2)(F)F)O)(F)F)=O)=O)F N-(3,3-Difluorocyclobutyl)-2-oxo-2-(3,3,8,8-tetrafluoro-4-hydroxy-1-azaspiro[4.5]decan-1-yl)acetamide